3-[1-methyl-6-[[rac-(2R,4R)-2-methyl-4-piperidyl]amino]indazol-3-yl]piperidine-2,6-dione CN1N=C(C2=CC=C(C=C12)N[C@H]1C[C@H](NCC1)C)C1C(NC(CC1)=O)=O |r|